C([C@H](O)C)=O D-Lactaldehyde